1-methyl-4-(morpholine-4-carbonyl)-N-(2-phenyl[1,2,4]triazolo[1,5-a]pyridin-7-yl)-1H-pyrazole-5-carboxamide CN1N=CC(=C1C(=O)NC1=CC=2N(C=C1)N=C(N2)C2=CC=CC=C2)C(=O)N2CCOCC2